O=C1N(C(C2=CC=CC=C12)=O)CCCCC(C(=O)OC)NC methyl 6-(1,3-dioxoisoindolin-2-yl)-2-(methylamino)hexanoate